2-Ethylpropanal C(C)C(C=O)C